N-(6-(5-chloro-7-(3,3-dimethylazetidin-1-yl)-6-fluoro-1H-indazol-4-yl)imidazo[1,2-a]pyrazin-2-yl)-2-fluorocyclopropane-1-carboxamide ClC=1C(=C2C=NNC2=C(C1F)N1CC(C1)(C)C)C=1N=CC=2N(C1)C=C(N2)NC(=O)C2C(C2)F